2-(azetidin-3-yl)acetamide N1CC(C1)CC(=O)N